6-chloro-3-{[4-formyl-5-(hydroxymethyl)-2-methylpyridin-3-yl]oxy}pyridazine ClC1=CC=C(N=N1)OC=1C(=NC=C(C1C=O)CO)C